C(C)OC1=CC=C(C=C1)C=1N=CC(=NC1)C1=NC2=CC=C(C=C2C(=C1)C(=O)O)F 2-(5-(4-ethoxyphenyl)pyrazin-2-yl)-6-fluoroquinoline-4-carboxylic acid